bis-(3-triethoxysilylpropyl) disulfide C(C)O[Si](CCCSSCCC[Si](OCC)(OCC)OCC)(OCC)OCC